Methyl 6-(4-(benzyloxy)quinoline-2-carboxamido)hexanoate C(C1=CC=CC=C1)OC1=CC(=NC2=CC=CC=C12)C(=O)NCCCCCC(=O)OC